[NH4+].NC=1C(=NNC1[N+](=O)[O-])[N+](=O)[O-] 4-amino-3,5-dinitropyrazole ammonium salt